C(OC(C)(C)Cl)(OC1=CC=C(C=C1)[N+](=O)[O-])=O 2-Chloropropan-2-yl (4-nitrophenyl) carbonate